(hydroxymethyl)-4-methylpiperidin OCN1CCC(CC1)C